2-Hexyldecyl ether C(CCCCC)C(COCC(CCCCCCCC)CCCCCC)CCCCCCCC